hexyl-(2-hydroxyethyl)dimethylammonium C(CCCCC)[N+](C)(C)CCO